C(N)(O[C@H]1[C@H](CCC2=CC=C(C=C12)Cl)O)=O (1R,2S)-7-chloro-2-hydroxy-1,2,3,4-tetrahydronaphthalen-1-yl carbamate